2-butyl-2,3-dihydro-thieno[3,4-b]-1,4-dioxine C(CCC)C1COC=2C(O1)=CSC2